2-(tert-butyl)-6-methyl-isonicotinamide C(C)(C)(C)C=1C=C(C(=O)N)C=C(N1)C